(2E,4E,6E,8E)-3,7-dimethyl-9-(2,6,6-trimethylcyclohexen-1-yl)non-2,4,6,8-tetraen-1-ol C\C(=C/CO)\C=C\C=C(\C=C\C1=C(CCCC1(C)C)C)/C